oxo-1',2'-dihydrospiro[pyrrolidine-3,3'-pyrrolo[2,3-b]pyridine]-5-carboxamide O=C1C2(C=3C(=NC=CC3)N1)CNC(C2)C(=O)N